FC1=C(C(=CC=C1)F)C1=NCC2=NN=C(N2C=2SC=3C(CCC3C12)C=O)C 9-(2,6-difluorophenyl)-3-methyl-16-thia-2,4,5,8-tetrazatetracyclo[8.6.0.02,6.011,15]hexadeca-1(10),3,5,8,11(15)-pentaene-14-carbaldehyde